C12(CC3CC(CC(C1)C3)C2)CNC(C2=C(C=CC(=C2)CN2C[C@@H](CC2)N)Cl)=O N-(adamantan-1-ylmethyl)-5-[(3R-amino-pyrrolidin-1-yl)methyl]-2-chloro-benzamide